uranium(VI) trioxide [O-2].[O-2].[O-2].[U+6]